4-(2-(4-cyanophenyl)-6-(furan-2-yl)pyridin-4-yl)benzoic acid C(#N)C1=CC=C(C=C1)C1=NC(=CC(=C1)C1=CC=C(C(=O)O)C=C1)C=1OC=CC1